6-((4,4-dimethylpiperidin-1-yl)methyl)pyridin CC1(CCN(CC1)CC1=CC=CC=N1)C